N-(6-(5-chloro-6-fluoro-7-(isopropylamino)-1H-indazol-4-yl)imidazo[1,2-a]pyrazin-2-yl)-2,2-difluoroacetamide ClC=1C(=C2C=NNC2=C(C1F)NC(C)C)C=1N=CC=2N(C1)C=C(N2)NC(C(F)F)=O